FC(OC1CC2(C1)CC(N(CC2)CC2=C1C=CNC1=C(C=C2OC)C)C2=CC=C(C(=O)O)C=C2)F 4-(2-(difluoromethoxy)-7-((5-methoxy-7-methyl-1H-indol-4-yl)methyl)-7-azaspiro[3.5]nonan-6-yl)benzoic acid